C(C)(C)(C)OC(=O)NC=1C(N(C=CC1)[C@H](C(=O)O)CC#C)=O (S)-2-(3-((tert-butoxycarbonyl)amino)-2-oxopyridin-1(2H)-yl)pent-4-ynoic acid